zirconium silanolate [SiH3][O-].[Zr+4].[SiH3][O-].[SiH3][O-].[SiH3][O-]